CS(=O)(=O)CC1CN(C1)C=1C=CC(=C2C=C(N=CC12)NC1=NC(=NC=C1)N1C[C@@H]([C@@H](CC1)O)C)C(C)C (3S,4R)-1-[4-({8-[3-(methane-sulfonylmethyl)azetidin-1-yl]-5-(propan-2-yl)isoquinolin-3-yl}amino)pyrimidin-2-yl]-3-methyl-piperidin-4-ol